C(C)(C)(C)OC(=O)N1CC=2N=C(N=C(C2CC1)OC1=C(C=C(C=C1)F)Cl)Cl 2-Chloro-4-(2-chloro-4-fluorophenoxy)-5H,6H,7H,8H-pyrido[3,4-d]pyrimidine-7-carboxylic acid tert-butyl ester